O1COC2=C1C=CC=N2 pyrido1,3-dioxolane